3-(2-hydroxyethoxy)-4-nitro-5-[[(2S)-oxetan-2-yl]methylamino]benzoic acid methyl ester COC(C1=CC(=C(C(=C1)NC[C@H]1OCC1)[N+](=O)[O-])OCCO)=O